(S)-6-(2,2-dimethyl-6-(2-methylpyridin-4-yl)morpholino)-8-(2-fluoro-4-(trifluoromethyl)phenyl)-2,3-dimethylpyrimidino[5,4-d]pyrimidin-4(3H)-one CC1(O[C@H](CN(C1)C=1N=C(C=2N=C(N(C(C2N1)=O)C)C)C1=C(C=C(C=C1)C(F)(F)F)F)C1=CC(=NC=C1)C)C